FC(C1=C(COC2=C(SC=C2)C(=O)NC=2C=NC=CC2)C=CC=C1)(F)F 3-(2-trifluoromethylbenzyloxy)-N-(pyridin-3-yl)thiophene-2-carboxamide